O=C1N(C(C=2C=CC=3C(N(C(C=4C3C2C1=CC4)=O)CC(=O)O)=O)=O)CC(=O)O 2,2'-(1,3,6,8-tetraoxo-1,3,6,8-tetrahydrobenzo[lmn][3,8]phenanthroline-2,7-diyl)diacetic Acid